Cl.NCCCN1CCOCCC1=O 4-(3-aminopropyl)-1,4-oxazepan-5-one HCl salt